COCC=C monoallyl monomethyl ether